Butyl 4-benzyl-2-(4-formylphenyl)piperazine-1-carboxylate C(C1=CC=CC=C1)N1CC(N(CC1)C(=O)OCCCC)C1=CC=C(C=C1)C=O